OC1=C(C(N(C=C1C)C)=O)NC(NCCC(=O)O)=O 3-(3-(4-hydroxy-1,5-dimethyl-2-oxo-1,2-dihydropyridin-3-yl)ureido)propanoic acid